FC1=C(C=C(C(=C1)C)C1=CC(=NC(=C1)N1CCOCC1)OCCO)NC(=O)N1C[C@H](CC1)C(C(F)(F)F)(F)F (3S)-N-[2-fluoro-5-[2-(2-hydroxyethoxy)-6-(morpholin-4-yl)pyridin-4-yl]-4-methylphenyl]-3-(1,1,2,2,2-pentafluoroethyl)pyrrolidine-1-carboxamide